BrCCCCC(=O)OCCCCCCCCCCCCCCCCCCC nonadecyl 5-bromovalerate